rel-2-methoxy-5-[[2-[(2R,5S)-5-methyl-2-(4-thiazol-2-ylphenyl)-1-piperidyl]-2-oxo-acetyl]amino]pyridine-3-carboxamide COC1=NC=C(C=C1C(=O)N)NC(C(=O)N1[C@H](CC[C@@H](C1)C)C1=CC=C(C=C1)C=1SC=CN1)=O |o1:16,19|